C(=O)C1=C(C(=C2N(C(CN(S2(=O)=O)C)C(=O)OC)C1=O)C1=CC(=CC=C1)C(F)(F)F)CC1=CC=CC2=CC=CC=C12 Methyl 7-formyl-2-methyl-8-(naphthalen-1-ylmethyl)-6-oxo-9-(3-(trifluoromethyl)phenyl)-3,4-dihydro-2H,6H-pyrido[1,2-e][1,2,5]thiadiazine-4-carboxylate 1,1-dioxide